1,3-dichloro-7-methoxy-9,9-dimethyl-2(9H)-acridone-13C Cl[13C]=1C(C(=CC2=NC3=CC=C(C=C3C(C12)(C)C)OC)Cl)=O